(-)-2-aminobutyric acid CC[C@@H](C(=O)O)N